C1(CC1)N1C=NC2=C(C=C(C=C2C1=O)N[C@]1(CN(CC1)C(\C=C\COC)=O)C1=C(C(=CC=C1F)Cl)Cl)F 3-Cyclopropyl-6-{[(3S)-3-(2,3-dichloro-6-fluorophenyl)-1-[(2E)-4-methoxybut-2-enoyl]pyrrolidin-3-yl]amino}-8-fluoroquinazolin-4-one